(3S)-5-{2-azabicyclo[2.2.2]octan-2-yl}-N-cyclobutyl-3-({1-cyclopentyl-5-[2-(trifluoromethyl)phenyl]-1H-pyrazol-3-yl}formamido)pentanamide C12N(CC(CC1)CC2)CC[C@@H](CC(=O)NC2CCC2)NC(=O)C2=NN(C(=C2)C2=C(C=CC=C2)C(F)(F)F)C2CCCC2